Bis(cyclohexylmethyl)-4-formylphenyl-2-(4-(5,11-bis(3,5-bis(trifluoromethyl)phenyl)-1,3-dioxo-1H-xantheno[2,1,9-def]isoquinolin-2(3H)-yl)phenyl)acetate C1(CCCCC1)CC=1C(=C(C=CC1C=O)C(C(=O)[O-])C1=CC=C(C=C1)N1C(C2=CC(=C3C=4C2=C(C1=O)C=C(C4OC4=CC=CC=C43)C4=CC(=CC(=C4)C(F)(F)F)C(F)(F)F)C4=CC(=CC(=C4)C(F)(F)F)C(F)(F)F)=O)CC4CCCCC4